(S)-3-fluoro-5-(2-hydroxypropan-2-yl)-N'-((1',5',6',7'-tetrahydro-2'H-spiro[cyclopropane-1,3'-dicyclopenta[b,e]pyridin]-8'-yl)carbamoyl)thiophene-2-sulfonimidamide FC1=C(SC(=C1)C(C)(C)O)[S@](=O)(N)=NC(NC1=C2C(=NC3=C1CCC3)C3(CC2)CC3)=O